(5-(trifluoromethyl)pyrazin-2-yl)benzamide FC(C=1N=CC(=NC1)C1=C(C(=O)N)C=CC=C1)(F)F